N[C@@H]1[C@@H]([C@H]2C[C@H]2C1)N1C(C2=CC=CC=C2C1=O)=O 2-((1S,2R,3S,5S)-3-aminobicyclo[3.1.0]hex-2-yl)isoindoline-1,3-dione